C(=O)O.C(=O)O.N1=C(C=NC=C1)C(=O)N Pyrazine-2-carboxamide bis-formate